BrC=1C=C(C(=NC1)C1=NC=C(C(N1)=O)[N+](=O)[O-])SCC 2-(5-bromo-3-(ethylthio)pyridin-2-yl)-5-nitropyrimidin-4(3H)-one